(3r,6s)-1-acetyl-6-methylpiperidine-3-carboxylic acid methyl ester COC(=O)[C@H]1CN([C@H](CC1)C)C(C)=O